rac-5-[4-Amino-2-(N-(2-amino-1-methyl-2-oxoethyl)-4-fluoroanilino)thiazol-5-carbonyl]-N-(2,2,2-trifluoroethyl)isoxazol-3-carboxamid NC=1N=C(SC1C(=O)C1=CC(=NO1)C(=O)NCC(F)(F)F)N(C1=CC=C(C=C1)F)[C@@H](C(=O)N)C |r|